ClC1=NNC2=NC(=CN=C21)Cl 3,6-dichloro-1H-pyrazolo[3,4-b]pyrazine